(5-(4-(4-((dimethylamino)methyl)-3-phenyl-1H-pyrazol-1-yl)pyrimidine-2-ylamino)-4-methoxy-2-morpholinophenyl)acrylamide CN(C)CC=1C(=NN(C1)C1=NC(=NC=C1)NC=1C(=CC(=C(C1)C(C(=O)N)=C)N1CCOCC1)OC)C1=CC=CC=C1